BrC=1C=C(C=CC1I)C1=CC=CC2=C1OC1=C2C=CC=C1 4-(3-bromo-4-iodophenyl)dibenzo[b,d]furan